p-fluorophenylethyl-ammonium iodide [I-].FC1=CC=C(C=C1)CC[NH3+]